OC=1C=C(C(CNC)O)C=CC1O 3,4-dihydroxy-α-((Methylamino)methyl)benzyl alcohol